(2S,6R)-2,6-dimethyl-4-(2-(5-(4,4,5,5-tetramethyl-1,3,2-dioxaborolan-2-yl)-2H-indazol-2-yl)ethyl)morpholine C[C@H]1CN(C[C@H](O1)C)CCN1N=C2C=CC(=CC2=C1)B1OC(C(O1)(C)C)(C)C